(E)-3-(2-amino-1-{[2-(trimethylsilyl)ethoxy]methyl}-4-imidazolyl)-2-butenoic acid NC=1N(C=C(N1)/C(=C/C(=O)O)/C)COCC[Si](C)(C)C